levulinic acid C(CCC(=O)C)(=O)O